C(=O)O.FC1=C(C=CC(=C1)C(F)(F)F)C=1C(=NC(=NC1)NCCC1N(CCC1)C)C 5-(2-fluoro-4-(trifluoromethyl)phenyl)-4-methyl-N-(2-(1-methylpyrrolidin-2-yl)ethyl)pyrimidin-2-amine, formate salt